C(C)(C)(C)OC(NC1=C(SC(=C1)C1CC1)Br)=O (2-bromo-5-cyclopropylthiophen-3-yl)carbamic acid tert-butyl ester